tert-butyl trans-3-amino-4-fluoropiperidine-1-carboxylate N[C@@H]1CN(CC[C@H]1F)C(=O)OC(C)(C)C